mannitol compound with boron [B].C([C@@H](O)[C@@H](O)[C@H](O)[C@H](O)CO)O